BrCCN1N=CC(=C1)\N=N\C=1C=NN(C1)CCCCC (E)-1-(2-bromoethyl)-4-((1-pentyl-1H-pyrazol-4-yl)diazenyl)-1H-pyrazole